(2S,6R)-2-(hydroxymethyl)-6-methoxy-1,4-oxazepane-4-carboxylic acid tert-butyl ester C(C)(C)(C)OC(=O)N1C[C@H](OC[C@@H](C1)OC)CO